(6-((5-(3-(4-(trifluoromethoxy)phenyl)-1,2,4-oxadiazol-5-yl)pyrazin-2-yl)oxy)-1-methyl-1H-indol-2-yl)(4-(4-(2,2,2-trifluoroethoxy)benzyl)piperazin-1-yl)methanone FC(OC1=CC=C(C=C1)C1=NOC(=N1)C=1N=CC(=NC1)OC1=CC=C2C=C(N(C2=C1)C)C(=O)N1CCN(CC1)CC1=CC=C(C=C1)OCC(F)(F)F)(F)F